BrC1=CC(=C(C=C1)/C(/C(=O)OCC)=N/S(=O)C(C)(C)C)OCOC ethyl (Z)-2-(4-bromo-2-(methoxymethoxy)phenyl)-2-((tert-butylsulfinyl)imino)acetate